COP(=O)(C1=CC=CC=C1)CC(F)(F)F.CC=1N=C2N(N=C(C=C2C)C2=CC=3C(=NN(C3)C3CCNCC3)S2)C1 4-(5-{2,8-dimethylimidazo[1,2-b]pyridazin-6-yl}thieno[2,3-c]pyrazol-2-yl)piperidine methyl-(2,2,2-trifluoroethyl)phenylphosphinate